1-(4-chloro-3-fluoro-2-(6-methoxypyrimidin-4-yl)phenyl)-1H-1,2,3-triazole-4-carbaldehyde ClC1=C(C(=C(C=C1)N1N=NC(=C1)C=O)C1=NC=NC(=C1)OC)F